O1C=C(C=C1)C=1C(=CC(=C(C1)NC=1N=C(C2=C(N1)NC=C2)NC=2C(=C1N=CC=NC1=CC2)P(C)(C)=O)OC)N2CCN(CC2)C (6-((2-((5-(furan-3-yl)-2-methoxy-4-(4-methylpiperazin-1-yl)phenyl)amino)-7H-pyrrolo[2,3-d]pyrimidin-4-yl)amino)quinoxalin-5-yl)dimethylphosphine oxide